{4-(4,7-Dimethoxynaphthalene-1-carbonyl)phenyl}phenyliodonium nonafluorobutanesulfonate FC(C(C(C(S(=O)(=O)[O-])(F)F)(F)F)(F)F)(F)F.COC1=CC=C(C2=CC(=CC=C12)OC)C(=O)C1=CC=C(C=C1)[I+]C1=CC=CC=C1